C(C)(C)(C)OC=1C=C2C(=CN1)N(N=C2C2=CC(=NC=N2)N2CCN(CC2)C(=O)OCC2=CC=CC=C2)C(C2=CC=CC=C2)(C2=CC=CC=C2)C2=CC=CC=C2 benzyl 4-[6-(5-tert-butoxy-1-trityl-pyrazolo[3,4-c]pyridin-3-yl)pyrimidin-4-yl]piperazine-1-carboxylate